NC1CCN(CC1)CCCN1CCN(CC1)C1=CC=C(C=C1)C1C(NC(CC1)=O)=O 3-(4-(4-(3-(4-aminopiperidin-1-yl)propyl)piperazin-1-yl)phenyl)piperidine-2,6-dione